(S)-1-(8-fluorochroman-4-yl)-3-(5-(tetrahydro-2H-pyran-4-yl)thiazol-2-yl)urea FC=1C=CC=C2[C@H](CCOC12)NC(=O)NC=1SC(=CN1)C1CCOCC1